2,3-difluoro-1-(4-propylcyclohexyl)-phenol FC1C(C=CC=C1F)(O)C1CCC(CC1)CCC